COC(C1CC2(C1)CCN(CC2)C2=CC=C(C=C2)C2C(COC1=CC(=CC=C21)O)C2=CC=CC=C2)OC 4-(4-(2-(dimethoxymethyl)-7-azaspiro[3.5]nonan-7-yl)phenyl)-3-phenylchroman-7-ol